2,3-diphenyl-6-(quinoline-6-yl)pyrazolo[1,5-a]Pyrimidin-7(4H)-one C1(=CC=CC=C1)C1=NN2C(NC=C(C2=O)C=2C=C3C=CC=NC3=CC2)=C1C1=CC=CC=C1